COC=1C=C(C=CC1OC)C=1C=CC=2N(N1)C(=CN2)C=2C=C(C=CC2)NC(C)=O N-[3-[6-(3,4-dimethoxyphenyl)imidazo[1,2-b]pyridazin-3-yl]phenyl]acetamide